ClC1=C(C=CC=C1)C1=NN=C(O1)C(=O)NNC1=CC=C(C=C1)C 5-(2-chlorophenyl)-N'-(p-tolyl)-1,3,4-oxadiazole-2-carboxylic acid hydrazide